3-(((R)-7-((2S,4R)-4-((1-Methylcyclopropyl)amino)-2-phenylpiperidine-1-carbonyl)-7-azaspiro[4.5]decan-10-yl)methyl)-6-phenylpyrimidin-4(3H)-one CC1(CC1)N[C@H]1C[C@H](N(CC1)C(=O)N1CC2(CCCC2)[C@@H](CC1)CN1C=NC(=CC1=O)C1=CC=CC=C1)C1=CC=CC=C1